CC1(CCC1)NCC=1C=C(C=2N(C1)C=CN2)C(=O)O[Li] [6-[[(1-methylcyclobutyl)amino]methyl]imidazo[1,2-a]pyridine-8-carbonyl]oxylithium